4-bromo-2-(2,6-dioxopiperidine-3-yl)7-fluoroisoindoline-1,3-dione BrC1=C2C(N(C(C2=C(C=C1)F)=O)C1C(NC(CC1)=O)=O)=O